FC1=CC=C(C=C1)C1NCCCC1NCC1=CC(=CC(=C1)C(F)(F)F)I 2-(4-fluorophenyl)-N-(3-iodo-5-(trifluoromethyl)benzyl)piperidin-3-amine